C(C)(C)(C)OC(=O)\N=C\1/SC(=C(N1CC1=C(C=C(C=C1)OC)OC)C(=O)OC)C (Z)-Methyl 2-((tert-butoxycarbonyl)imino)-3-(2,4-dimethoxybenzyl)-5-methyl-2,3-dihydrothiazole-4-carboxylate